1-methylcytosine CN1C(=O)N=C(N)C=C1